2-isopropylthioethanol C(C)(C)SCCO